C1=CC=CC=2C3=CC=CC=C3C(C12)COC(=O)N(C(C(=O)O)CCC1=C(C=CC=C1)OCC=C)C 2-((((9H-Fluoren-9-yl)methoxy)carbonyl)(methyl)amino)-4-(2-(allyloxy)phenyl)butanoic acid